(S)-2-[6-chloro-2-(2-methylpyrimidine-5-carbonyl)-1,2,3,4-Tetrahydroisoquinolin-8-yl]pyrrolidine-1-carboxylic acid tert-butyl ester C(C)(C)(C)OC(=O)N1[C@@H](CCC1)C=1C=C(C=C2CCN(CC12)C(=O)C=1C=NC(=NC1)C)Cl